NC[C@@H](O)C=1C=CC(=NC1)C1=C(C=C(C#N)C=C1)OC=1N(N=C(C1)C1CCOCC1)C 4-[5-[(1S)-2-amino-1-hydroxyethyl]pyridin-2-yl]-3-[2-methyl-5-(oxan-4-yl)pyrazol-3-yl]oxybenzonitrile